NC1=NC=2C=CC(=CC2C2=C1N(N=C2)C)C(=O)N([C@H]2COC1=C2C=CC(=C1)C(F)(F)F)C=1C=NN(C1)C (R)-4-amino-3-methyl-N-(1-methyl-1H-pyrazol-4-yl)-N-(6-(trifluoromethyl)-2,3-dihydrobenzofuran-3-yl)-3H-pyrazolo[3,4-c]quinolin-8-carboxamide